(R)-2-benzyl-N-(8-fluoro-4-methyl-3-quinolinyl)-2,4-dimethyl-pentanamide C(C1=CC=CC=C1)[C@](C(=O)NC=1C=NC2=C(C=CC=C2C1C)F)(CC(C)C)C